COCCOC=1C=NC=CC1C1=C(C=2C(NCCC2N1)=O)NC1=C(C=CC=C1)C(F)(F)F 2-[3-(2-methoxyethoxy)pyridin-4-yl]-3-[2-(trifluoromethyl)anilino]-1,5,6,7-tetrahydro-4H-pyrrolo[3,2-c]pyridin-4-one